C(C)C=1N(C=2N(C(C1N1CCNCC1)=O)N=C(N2)C2C1COCC21)CC(=O)NC=2C=1CCC1C(=CC2)C(F)(F)F 2-(5-ethyl-2-{3-oxabicyclo[3.1.0]hexan-6-yl}-7-oxo-6-(piperazin-1-yl)-[1,2,4]triazolo[1,5-a]pyrimidin-4-yl)-N-[5-(trifluoromethyl)bicyclo[4.2.0]octa-1(6),2,4-trien-2-yl]acetamide